tert-butyl 6-((3,5-dimethylimidazo[1,5-a]pyridin-6-yl)(methyl)amino)-2-azaspiro[3.3]heptane-2-carboxylate CC1=NC=C2N1C(=C(C=C2)N(C2CC1(CN(C1)C(=O)OC(C)(C)C)C2)C)C